BrC1=CC=C(C=C1)C(O)C1=C(C=C(C=C1)Cl)C (4-bromophenyl)(5-chloro-2-tolyl)methanol